6-(Azetidin-1-yl)-N-{2-bromo-6-[(propan-2-yl)oxy]benzene-1-sulfonyl}-4-fluoro-1-benzofuran-2-carboxamide N1(CCC1)C1=CC2=C(C=C(O2)C(=O)NS(=O)(=O)C2=C(C=CC=C2OC(C)C)Br)C(=C1)F